NC1=C2C=NN(C2=CC=C1)CC(C#N)(C)C 3-(4-aminoindazol-1-yl)-2,2-dimethyl-propanenitrile